6-Acetyl-8-cyclopentyl-5-methyl-2-(5-phenyl-pyridin-2-ylamino)-8H-pyrido[2,3-d]pyrimidin-7-one C(C)(=O)C1=C(C2=C(N=C(N=C2)NC2=NC=C(C=C2)C2=CC=CC=C2)N(C1=O)C1CCCC1)C